di-tert-butyl-(1-methyl-2,2-diphenylcyclopropyl)phosphine C(C)(C)(C)P(C1(C(C1)(C1=CC=CC=C1)C1=CC=CC=C1)C)C(C)(C)C